methyl 4-((3R,5R)-5-((5-bromo-1-methyl-6-oxo-1,6-dihydropyridazin-4-yl)amino)-1-methylpiperidin-3-yl)benzoate BrC1=C(C=NN(C1=O)C)N[C@@H]1C[C@@H](CN(C1)C)C1=CC=C(C(=O)OC)C=C1